N'-[4-[[3-[(4-chlorophenyl)methyl]-1,2,4-thiadiazol-5-yl]oxy]-2,5-dimethylphenyl]-N-ethyl-N-methylmethanimidamide ClC1=CC=C(C=C1)CC1=NSC(=N1)OC1=CC(=C(C=C1C)N=CN(C)CC)C